lithium phosphofluoride P(=O)(=O)F.[Li]